C(C)(C)(C)OC(=O)N[C@@H]([C@@H](CC1=C(CNC(OC(C)(C)C)=O)C=CC=C1)CNC1=CC(=C(C=C1)S(N(C1=NC=NS1)CC1=C(C=C(C=C1)OC)OC)(=O)=O)F)C tert-butyl (2-{(2S,3R)-3-[(tert-butoxycarbonyl)amino]-2-[({4-[(2,4-dimethoxybenzyl)-(1,2,4-thiadiazol-5-yl)sulfamoyl]-3-fluorophenyl}amino)methyl]butyl}benzyl)carbamate